NC1=CC=CC(=N1)S(=O)(=O)NC(=O)C=1C(=NC(=CC1)OC)N1C(C[C@@H](C1)C)(C)C N-[(6-Amino-2-pyridyl)sulfonyl]-6-methoxy-2-[(4S)-2,2,4-trimethylpyrrolidin-1-yl]pyridin-3-carboxamid